5-(4-(cyclopropylmethyl)piperazin-1-yl)-4-methyl-2-(5-(8-methyl-[1,2,4]triazolo[1,5-a]pyridin-6-yl)-4-(2,2,2-trifluoroethyl)-1H-pyrazol-3-yl)thiazole C1(CC1)CN1CCN(CC1)C1=C(N=C(S1)C1=NNC(=C1CC(F)(F)F)C=1C=C(C=2N(C1)N=CN2)C)C